COC=1C=C(C=NC1C)NC1=NC=CC2=CC(=CC=C12)OCC=1C=NN(C1)C N-(5-methoxy-6-methylpyridin-3-yl)-6-((1-methyl-1H-pyrazol-4-yl)methoxy)isoquinolin-1-amine